BrC=1C=C(C(=O)NC(C)C2=NC=CN=C2C2=NC=C(C=N2)OCC(F)F)C=C(C1)C(F)(F)F 3-bromo-N-[1-[3-[5-(2,2-difluoroethoxy)pyrimidin-2-yl]pyrazin-2-yl]ethyl]-5-(trifluoromethyl)benzamide